C(C)(=O)C1=C(C=C(C=C1)F)C=1C(N(N=C(C1)OC)CC1=CC=C(C=C1)OC)=O (2-acetyl-5-fluorophenyl)-6-methoxy-2-(4-methoxybenzyl)pyridazin-3(2H)-one